[Al+3].S(=O)(=O)([O-])[O-].[Fe+2] iron sulphate aluminum